2-[(4-fluoro)phenylpropionamido]-3-(4-iodophenyl)-propionic acid FC1=CC=C(C=C1)CCC(=O)NC(C(=O)O)CC1=CC=C(C=C1)I